CN1C(C2=C(CC1)SC=C2)=O 5-methyl-6,7-dihydrothieno[3,2-c]pyridin-4-one